NC1=C(C(=NC=N1)OC1=C(C=C(C=C1)C1=NN(C(=C1C(=O)N)C1=CC=CC=C1)C1=CC=CC=C1)F)Cl [4-(6-amino-5-chloro-pyrimidin-4-yl)oxy-3-fluorophenyl]-1,5-diphenyl-pyrazole-4-carboxamide